2-[acetyl-[3-[2-(8-chloro-4-oxo-chromen-2-yl)-5-(trifluoromethyl)phenoxy]propyl]amino]acetic acid C(C)(=O)N(CC(=O)O)CCCOC1=C(C=CC(=C1)C(F)(F)F)C=1OC2=C(C=CC=C2C(C1)=O)Cl